C(C)C=1C(=NC(=NC1)S(=O)(=O)C)C=1C=C(C(N(C1)C)=O)C 5-(5-ethyl-2-methylsulfonylpyrimidin-4-yl)-1,3-dimethylpyridin-2-one